4-(2-(pyrrolidin-1-yl)-4-(trifluoromethyl)benzyl)piperazine-1-carboxylic acid 1,1,1,3,3,3-hexafluoropropan-2-yl ester monohydrochloride salt Cl.FC(C(C(F)(F)F)OC(=O)N1CCN(CC1)CC1=C(C=C(C=C1)C(F)(F)F)N1CCCC1)(F)F